ClC=1C=C(C(=O)NC2=CC(=C(C=C2)F)C(=O)C=2C=C3N=C(C=NC3=CC2)OC)C=CC1 3-chloro-N-(4-fluoro-3-(3-methoxyquinoxaline-6-carbonyl)phenyl)benzamide